1-(3-bromophenyl)dihydropyrimidine-2,4-dione BrC=1C=C(C=CC1)N1C(NC(CC1)=O)=O